8-[(1R)-1-[[6-chloro-2-(8-chloro-1-hydroxy-2,3,1-benzoxazaborinin-6-yl)-3-pyridyl]amino]ethyl]-2-(4,4-dimethyl-1-piperidyl)-3,6-dimethyl-chromen-4-one ClC1=CC=C(C(=N1)C=1C=C(C2=C(C=NOB2O)C1)Cl)N[C@H](C)C=1C=C(C=C2C(C(=C(OC12)N1CCC(CC1)(C)C)C)=O)C